nitrilomolybdenum (VI) N#[Mo+3]